C(=O)(O)C(O)C(O)C(=O)O.C(C)N(C(=O)[C@H]1CN([C@@H]2CC3C4=C(C2=C1)C=CC=C4NC3)C)CC (6aR,9R)-N,N-diethyl-7-methyl-4,5,5a,6,6a,7,8,9-octahydroindolo[4,3-fg]quinoline-9-carboxamide tartrate